6-bromo-4-(tert-butoxy)-2-chloroquinazoline BrC=1C=C2C(=NC(=NC2=CC1)Cl)OC(C)(C)C